(R)-benzyl 5-amino-4-(4-hydroxy-1-oxoisoindolin-2-yl)-5-oxopentanoate NC([C@@H](CCC(=O)OCC1=CC=CC=C1)N1C(C2=CC=CC(=C2C1)O)=O)=O